FC(COC=1C(=NC(=NC1OC)NS(=O)(=O)C1=CNC(=C1)C=1SC(=CN1)C)OC)F N-[5-(2,2-difluoroethoxy)-4,6-dimethoxy-pyrimidin-2-yl]-5-(5-methylthiazol-2-yl)-1H-pyrrole-3-sulfonamide